4-((6-(4-methyl-2H-1,2,3-triazol-2-yl)-3-nitropyridin-2-yl)amino)benzyl acetate C(C)(=O)OCC1=CC=C(C=C1)NC1=NC(=CC=C1[N+](=O)[O-])N1N=CC(=N1)C